C(OC[C@H]1O[C@@]([C@@H]([C@@H]1O)O)(C#N)C1=CC=C2C(=NC=NN21)N)(OCC=2OC(OC2C)=O)=O ((2R,3S,4R,5R)-5-(4-aminopyrrolo[2,1-f][1,2,4]triazin-7-yl)-5-cyano-3,4-dihydroxytetrahydrofuran-2-yl)methyl ((5-methyl-2-oxo-1,3-dioxol-4-yl)methyl) carbonate